4-chloro-6-fluoro-2-(trifluoromethyl)quinoline ClC1=CC(=NC2=CC=C(C=C12)F)C(F)(F)F